C(C)(C)(C)OC(=O)N1[C@@H](CN([C@H](C1)C)C=1C=2N(N(C(C1)=O)C)C=C(N2)COC)C (2r,5s)-4-(2-(methoxymethyl)-5-methyl-6-oxo-5,6-dihydroimidazo[1,2-b]pyridazin-8-yl)-2,5-dimethylpiperazine-1-carboxylic acid tert-butyl ester